C(C)(C)(C)OC(N([C@@H](CCO)C=1C=NC=NC1)O)=O N-hydroxy-N-[(1S)-3-hydroxy-1-pyrimidin-5-yl-propyl]carbamic acid tert-butyl ester